ClC1CC(C1)[C@H](C=1C=C(C=CC1)N1C(C2=CC(=CC(=C2C1)C(F)(F)F)CNC1(CCC1)C)=O)C1=NN=CN1C 2-(3-((R)-((1s,3S)-3-chlorocyclobutyl)(4-methyl-4H-1,2,4-triazol-3-yl)methyl)phenyl)-6-(((1-methylcyclobutyl)amino)methyl)-4-(trifluoromethyl)isoindolin-1-one